(3S,4S)-1-((1S,2R)-2-methyl-cyclopentyl)-4-{[5-(2,4,6-trifluoro-phenyl)-isoxazole-3-carbonyl]-amino}-piperidine-3-carboxylic acid dimethylamide CN(C(=O)[C@H]1CN(CC[C@@H]1NC(=O)C1=NOC(=C1)C1=C(C=C(C=C1F)F)F)[C@@H]1[C@@H](CCC1)C)C